N-(6-(2H-1,2,3-Triazol-2-yl)-5-(trifluoromethyl)pyridin-3-yl)-8-bromo-2,2-dimethyl-2,3-dihydro-4H-benzo[b][1,4]oxazine-4-carboxamide N=1N(N=CC1)C1=C(C=C(C=N1)NC(=O)N1C2=C(OC(C1)(C)C)C(=CC=C2)Br)C(F)(F)F